1-(4-(1-(2-ethyl-6-methylphenyl)azetidin-3-yl)-2,6-dimethylbenzyl)piperidine-4-carboxylic acid, formic acid salt C(=O)O.C(C)C1=C(C(=CC=C1)C)N1CC(C1)C1=CC(=C(CN2CCC(CC2)C(=O)O)C(=C1)C)C